tert-Butyl-(S)-3-(4-amino-7-bromo-1H-imidazo[4,5-c]quinolin-2-yl)pyrrolidine C(C)(C)(C)N1C[C@H](CC1)C=1NC2=C(C(=NC=3C=C(C=CC23)Br)N)N1